4-(3-methyl-4-phenyl-1,2-oxazol-5-yl)benzene-1,3-diol CC1=NOC(=C1C1=CC=CC=C1)C1=C(C=C(C=C1)O)O